(3,4-Diethoxy-phenyl)-[4-(4-phenyl-butyl)piperazin-1-yl]methanone C(C)OC=1C=C(C=CC1OCC)C(=O)N1CCN(CC1)CCCCC1=CC=CC=C1